Methyl 4-(5-(4-chlorophenyl)-1-(2,4-dichlorophenyl)-4-methyl-1H-pyrazole-3-carboxamido)-3-fluorobenzoate ClC1=CC=C(C=C1)C1=C(C(=NN1C1=C(C=C(C=C1)Cl)Cl)C(=O)NC1=C(C=C(C(=O)OC)C=C1)F)C